tert-butyl (S)-2-(2-(2-methoxypyridin-4-yl)-6-(3-methyl-1H-pyrrolo[2,3-b]pyridin-5-yl)-1,2,3,4-tetrahydroisoquinolin-8-yl)pyrrolidine-1-carboxylate COC1=NC=CC(=C1)N1CC2=C(C=C(C=C2CC1)C=1C=C2C(=NC1)NC=C2C)[C@H]2N(CCC2)C(=O)OC(C)(C)C